biphenylenal C1(=CC=CC=2C3=CC=CC=C3C12)C=O